biphenol borate B(O)(O)OC=1C(=CC=CC1)C=1C(=CC=CC1)O